3',3'-Dimethyl-6-ethynyl-8-methoxy-Spiro[2H-1-benzopyran-2,2'-[2H]indole]-1'(3'H)-propanol CC1(C2(N(C3=CC=CC=C13)CCCO)OC1=C(C=C2)C=C(C=C1OC)C#C)C